[Al].[Cu] copper-aluminum salt